(11R,14S)-21-fluoro-11,14-dimethyl-10-oxa-2,4,6,15,22-pentazapentacyclo[13.6.2.12,5.019,23.09,24]tetracosa-1(22),5,7,9(24),16,19(23),20-heptaene-3,18-dione FC1=CC=2C(C=CN3[C@H](CC[C@H](OC=4C=CN=C5NC(N(C1=NC23)C54)=O)C)C)=O